(((6-((1-methyl-1H-pyrazol-4-yl) amino)-3-phenylpyridazin-4-yl) amino) methyl) morpholine-4-carboxylate N1(CCOCC1)C(=O)OCNC1=C(N=NC(=C1)NC=1C=NN(C1)C)C1=CC=CC=C1